ClC=1C=C(C=CC1[N+](=O)[O-])NC(C(C)(C)N1N=CC(=C1)C#CC1CN(C1)C=1C=C2C(N(C(C2=CC1)=O)C1C(NC(CC1)=O)=O)=O)=O N-(3-chloro-4-nitrophenyl)-2-(4-((1-(2-(2,6-dioxopiperidin-3-yl)-1,3-dioxoisoindolin-5-yl)azetidin-3-yl)ethynyl)-1H-pyrazol-1-yl)-2-methylpropanamide